6-(3-(1H-pyrazol-4-yl)-1,2,4-oxadiazol-5-yl)-2,2-diethylchroman-4-one N1N=CC(=C1)C1=NOC(=N1)C=1C=C2C(CC(OC2=CC1)(CC)CC)=O